C(CCC)[Si](Cl)(Cl)Cl n-butyl-silicon trichloride